tert-butyl 2-((4-((S)-8-((R)-2-oxo-4-phenyloxazolidine-3-carbonyl)-2-(1-(trifluoromethyl)cyclopropane-1-carbonyl)-2,6-diazaspiro[3.4]octane-6-carbonyl)-1H-pyrazol-1-yl)methyl)benzoate O=C1OC[C@H](N1C(=O)[C@@H]1CN(CC12CN(C2)C(=O)C2(CC2)C(F)(F)F)C(=O)C=2C=NN(C2)CC2=C(C(=O)OC(C)(C)C)C=CC=C2)C2=CC=CC=C2